7-(4-chloro-3-fluorobenzyl)-3-ethyl-8-(1-fluoro-4-(trifluoromethyl)cyclohexyl)-1-(3-hydroxypropyl)-3,7-dihydro-1H-purine-2,6-dione ClC1=C(C=C(CN2C(=NC=3N(C(N(C(C23)=O)CCCO)=O)CC)C2(CCC(CC2)C(F)(F)F)F)C=C1)F